C(C)(CC)[CH2+] sec-butyl-carbenium